3-(6-chloro-3-(ethylthio)pyridin-2-yl)-1-methyl-1H-benzimidazole-5-nitrile ClC1=CC=C(C(=N1)N1CN(C2=C1C=C(C=C2)C#N)C)SCC